C(C)(C)(C)OC(=O)N1C[C@H]([C@@H](C1)C1=CC=CC=C1)C(NC1=CC(=CC=C1)C=1C=NC(=CC1)F)=O |r| (±)-trans-4-phenyl-3-{[3-(6-fluoropyridin-3-yl)phenyl]carbamoyl}pyrrolidine-1-carboxylic acid tert-butyl ester